BrC1=C(C(=C(OCCCC(C(=O)O)(C)C)C=C1C)C)O 5-(4-bromo-3-hydroxy-2,5-dimethylphenoxy)-2,2-dimethylpentanoic acid